FC=1C=CC(=C(C1)C(C)NC1=NC=2N(C=C1)N=CC2C=2C=NNC2)OCCCF N-(1-(5-fluoro-2-(3-fluoropropoxy)phenyl)ethyl)-3-(1H-pyrazol-4-yl)pyrazolo[1,5-a]pyrimidin-5-amine